[Na].N(C)CC(=O)OC(CCCCCCCCCCCCCCC)=O palmitoyl sarcosinate sodium